ClC1=C(C=CC=C1C)C=1CCCC2=C(C1C1=CC=C(C=C1)CC1CN(C1)CCCF)C=CC(=C2)C(=O)O 8-(2-chloro-3-methylphenyl)-9-(4-((1-(3-fluoropropyl)azetidin-3-yl)methyl)phenyl)-6,7-dihydro-5H-benzo[7]annulene-3-carboxylic acid